O[C@H]1[C@H](OC[C@@H]([C@H]1O)NC1=NC(=CN=C1)C(F)(F)F)CN1CCN(CC1)C1=CC=C(N=N1)C(=O)N 6-(4-(((2R,3R,4R,5S)-3,4-dihydroxy-5-((6-(trifluoromethyl)pyrazin-2-yl)amino)tetrahydro-2H-pyran-2-yl)methyl)piperazin-1-yl)pyridazine-3-carboxamide